N-[(2S,3R,4R,5S,6S)-6-(furo[3,2-d]pyrimidin-4-ylamino)-4,5-dihydroxy-2-methyl-tetrahydropyran-3-yl]-3-hydroxy-pyrrolidine-2-carboxamide N1=CN=C(C2=C1C=CO2)N[C@@H]2[C@H]([C@@H]([C@H]([C@@H](O2)C)NC(=O)C2NCCC2O)O)O